4-bromo-7-methoxy-1-tosylpyrrolo[2,3-c]pyridine BrC1=C2C(=C(N=C1)OC)N(C=C2)S(=O)(=O)C2=CC=C(C)C=C2